CC=1OC2=C(C1)C=1NC=NC1C=C2C(=O)N 7-methyl-1H-benzofuro[4,5-d]Imidazole-5-carboxamide